5-(2-(Dimethylamino)propoxy)-N-(1-(7-methoxyquinolin-5-yl)cyclopropyl)-2-methylbenzamide CN(C(COC=1C=CC(=C(C(=O)NC2(CC2)C2=C3C=CC=NC3=CC(=C2)OC)C1)C)C)C